C12(CC(C1)C2)C2=C(N(C=N2)CC)C(=O)OC methyl 5-{bicyclo[1.1.1]pentan-1-yl}-3-ethylimidazole-4-carboxylate